(S)-2-((S)-3,3-Difluorocyclopentyl)-N-(3-(furan-2-yl)isoxazol-5-yl)-2-(4-(2-methyl-2H-tetrazol-5-yl)phenyl)acetamide FC1(C[C@H](CC1)[C@H](C(=O)NC1=CC(=NO1)C=1OC=CC1)C1=CC=C(C=C1)C=1N=NN(N1)C)F